NCC1CCN(CC1)CCCOC1=CC(OC2=CC(=CC=C12)C=1C=NC=CC1)=O 4-(3-(4-(aminomethyl)piperidin-1-yl)propoxy)-7-(pyridin-3-yl)-2H-chromen-2-one